4-Bromo-5-chloro-6-methylpicolinonitrile BrC1=CC(=NC(=C1Cl)C)C#N